cis-rac-3-(6-methoxy-2-methylpyridin-3-yl)-1-((3R,4R)-3-methyltetrahydro-2H-pyran-4-yl)-7-(trifluoromethyl)-2,3-dihydroquinazolin-4(1H)-one COC1=CC=C(C(=N1)C)N1CN(C2=CC(=CC=C2C1=O)C(F)(F)F)[C@H]1[C@H](COCC1)C |r|